CCCCCCCCC(CC)C#N Undecane-9-carbonitrile